OC(CNCC(C)O)C di-(2-hydroxypropyl)-amine